7-Allyl-2-amino-9-((2R,3R,4R,SR)-3,4-dihydroxy-5-(hydroxymethyl)tetrahydrofuran-2-yl)-7,9-dihydro-1H-purine-6,8-dione C(C=C)N1C(N(C=2N=C(NC(C12)=O)N)[C@@H]1O[C@H]([C@@H]([C@H]1O)O)CO)=O |&1:16|